C1(=CC=C(C=C1)C(=O)O)\C=C\C1=CC=C(C=C1)C(=O)O trans-stilbene-4,4'-dicarboxylic acid